C(CCCCCCCCC(=O)OC[C@@H](CO)OC(CCCCCCC(=O)OC(CCCCCCCC)CCCCCCCC)=O)(=O)OC(CCCCCCCC)CCCCCCCC (R)-1-(heptadecan-9-yl) 10-(2-((8-(heptadecan-9-yloxy)-8-oxooctanoyl)oxy)-3-hydroxypropyl) decanedioate